FC1(CCN(CC1)C1=CC(=CC(=N1)NC(C1=C(C=C(C=C1)NS(=O)(=O)[C@H](CO)C)N1CCC2(CC2)CC1)=O)C)F (S)-N-(6-(4,4-Difluoropiperidin-1-yl)-4-methylpyridin-2-yl)-4-((2-hydroxy-1-methylethyl)sulfonamido)-2-(6-azaspiro[2.5]octan-6-yl)benzamide